methyl 3,5-dihydroxymethyl-4-nitrobenzoate OCC=1C=C(C(=O)OC)C=C(C1[N+](=O)[O-])CO